Dinitrosulfuric acid [N+](=O)([O-])OS(O[N+](=O)[O-])(=O)=O